C[C@@H]1[C@@H](C1)N/C=C/C=C(C(=O)OC)C(=O)OC dimethyl 2-((E)-3-(((1R,2S)-2-methylcyclopropyl)amino)allylidene)malonate